(3-{6-oxo-4-[6-(3,3,3-trifluoropropoxy)pyridin-3-yl]-1,6-dihydropyrimidin-2-yl}-4-(trifluoromethyl)benzyl)isobutyramide O=C1C=C(N=C(N1)C=1C=C(CC(C(=O)N)(C)C)C=CC1C(F)(F)F)C=1C=NC(=CC1)OCCC(F)(F)F